FC=1C=C(C=CC1OC1=NC=CC(=N1)C)C1=C(SC2=C1C(=NC=C2C=2C=NN(C2)C)O)C2=C(C=C(C=C2)[N+](=O)[O-])C 3-(3-fluoro-4-((4-methylpyrimidin-2-yl)oxy)phenyl)-7-(1-methyl-1H-pyrazol-4-yl)-2-(2-methyl-4-nitrophenyl)thieno[3,2-c]pyridin-4-ol